NC1=NC=CC=C1C1=NC=2C(=NC(=CC2)C=2C=NC(=CC2)C#N)N1C1=CC=C(CN2CCC(CC2)NC2=NC(=NC=C2)C#N)C=C1 4-((1-(4-(2-(2-Aminopyridin-3-yl)-5-(6-cyanopyridin-3-yl)-3H-imidazo[4,5-b]pyridin-3-yl)benzyl)piperidin-4-yl)amino)pyrimidine-2-carbonitrile